N1(C=NC2=C1C=CC=C2)C2C(=C(C(CC2)(C)C)/C=C/C(=C/C=C/C(=C\C(=O)N(C)OC)/C)/C)C (2Z,4E,6E,8E)-9-(3-(1H-benzo[d]imidazol-1-yl)-2,6,6-trimethylcyclohex-1-en-1-yl)-N-methoxy-N,3,7-trimethylnona-2,4,6,8-tetraenamide